N-(4-(1,2,3,4-tetrahydroquinoline-1-carbonyl)phenyl)-2,3-dihydrobenzo[b][1,4]dioxine-6-sulfonamide N1(CCCC2=CC=CC=C12)C(=O)C1=CC=C(C=C1)NS(=O)(=O)C1=CC2=C(OCCO2)C=C1